ClC1=C(CN2OCC(C2=O)(C)C)C=CC=C1 2-(2-chlorobenzyl)-4,4-dimethyl-isoxazolin-3-one